CN(CCCCCCCCCCCCCCCC)CCCCCCCCCCCCCCCCCC methyloctadecyl-(hexadecyl)amine